OCC#CCC#CC hydroxyhepta-2,5-diyn